2-((4,5-dihydro-1H-imidazol-2-yl) methyl)-1'-((1s,4s)-4-isopropyl-cyclohexyl)-3-oxo-2,3-dihydro-1H-spiro[isoquinoline-4,4'-piperidin]-7-yl sulfamate S(N)(OC1=CC=C2C(=C1)CN(C(C21CCN(CC1)C1CCC(CC1)C(C)C)=O)CC=1NCCN1)(=O)=O